laurylamine lactate C(C(O)C)(=O)O.C(CCCCCCCCCCC)N